(6S,12R)-20-amino-6,18-bis(trifluoromethyl)-22-oxa-3,4,16,21-tetraazatetracyclo[15.3.1.12,5.012,16]docosa-1(21),2,4,17,19-pentaen-6-ol NC1=CC(=C2N3CCC[C@H]3CCCCC[C@@](C3=NN=C(C1=N2)O3)(O)C(F)(F)F)C(F)(F)F